Dimethyl 1,7-heptanedioate C(CCCCCC(=O)OC)(=O)OC